4-amino-1-((2R,4aR,6R,7S,7aR)-4-(chloromethyl)-7-fluoro-2-isopropoxy-2-oxidotetrahydro-4H-furo[3,2-d][1,3,2]dioxaphosphinin-6-yl)-5-fluoropyrimidin-2(1H)-one NC1=NC(N(C=C1F)[C@H]1[C@H]([C@@H]2O[P@@](OC([C@@H]2O1)CCl)(=O)OC(C)C)F)=O